N=1C=CN2C1C=CC(=C2)C=2C=NC=1CCN(CC1C2)C=2C(=C(C=1N(N2)C(C=CN1)=O)C)C 7-(3-(imidazo[1,2-a]pyridin-6-yl)-7,8-dihydro-1,6-naphthyridin-6(5H)-yl)-8,9-dimethyl-4H-pyrimido[1,2-b]pyridazin-4-one